ClC=1C(=O)OC(C1)=CC(=O)O 2-chloro-4-carboxymethylenbut-2-ene-1,4-lactone